1-(2-(dimethylamino)-2-oxoethyl)-N-(2-methoxy-4-(4-(trifluoromethyl)phenoxy)phenyl)-5-oxopyrrolidine-2-carboxamide CN(C(CN1C(CCC1=O)C(=O)NC1=C(C=C(C=C1)OC1=CC=C(C=C1)C(F)(F)F)OC)=O)C